sodium phosphoglycerate C(C(C(=O)[O-])OP(=O)=O)O.[Na+]